N-(5-((5-Azaspiro[2.4]heptan-5-yl)methyl)-2-amino-3-(trifluoromethyl)phenyl)-6-cyclopropyl-4-(2-(4-methyl-4H-1,2,4-triazol-3-yl)phenyl)picolinamide C1CC12CN(CC2)CC=2C=C(C(=C(C2)NC(C2=NC(=CC(=C2)C2=C(C=CC=C2)C2=NN=CN2C)C2CC2)=O)N)C(F)(F)F